(E)-10-hydroxy-8-decenoic acid OC/C=C/CCCCCCC(=O)O